N1(CCCCC1)CCC 3-(piperidin-1-yl)propan